ONC(=O)N Hydroxy-Urea